2-[1-(3-chlorophenyl)-1H-pyrazol-3-yl]acetonitrile ClC=1C=C(C=CC1)N1N=C(C=C1)CC#N